ClC=1SC2=C(N1)C(=CC=C2OC)C 2-chloro-7-methoxy-4-methylbenzo[d]thiazole